N-[5-Bromo-1-(pyridin-4-yl)-1H-pyrazol-4-yl]-3-(4-chloro-3,5-difluorophenyl)propanamide BrC1=C(C=NN1C1=CC=NC=C1)NC(CCC1=CC(=C(C(=C1)F)Cl)F)=O